OC1=CC(=C(C#N)C=C1)C1=CC(=NO1)CN1C(=NC=2CCCCC2C1=O)C(C)C 4-Hydroxy-2-(3-((2-isopropyl-4-oxo-5,6,7,8-tetrahydroquinazolin-3(4H)-yl)methyl)isoxazol-5-yl)benzonitrile